C1(CCC1)C1=NN=C(O1)C(=O)N1[C@H](C2=C(CC1)NC=N2)C2=NN1C(C=CC=C1C(F)F)=C2 (R)-(5-cyclobutyl-1,3,4-oxadiazol-2-yl)(4-(7-(difluoromethyl)pyrazolo[1,5-a]pyridin-2-yl)-6,7-dihydro-1H-imidazo[4,5-c]pyridin-5(4H)-yl)methanone